O=C1NC(CC[C@H]1N1C(N(C2=C1C=CC(=C2)C2CCN(CC2)C(=O)OC(C)(C)C)C)=O)=O tert-butyl 4-[1-[(3R)-2,6-dioxo-3-piperidyl]-3-methyl-2-oxo-benzimidazol-5-yl]piperidine-1-carboxylate